ethyl 4-(1-(benzyloxy)-5-(3-(pyridin-4-yl)phenyl)-1H-pyrazol-4-yl)piperidine-1-carboxylate C(C1=CC=CC=C1)ON1N=CC(=C1C1=CC(=CC=C1)C1=CC=NC=C1)C1CCN(CC1)C(=O)OCC